COC=1C=CC=2N(C3=CC=C(C=C3C2C1)OC)C1=C(C=CC=C1)[Si](OC)(OC)OC (3,6-dimethoxy-9H-carbazole-9-yl)trimethoxyphenylsilane